C(C)C1=C(C=2C(C3=CC=CC=C3OC2C=C1)=O)CC diethylxanthone